FC1=CC(=C(C=C1)N1N=CC(=C1)OC)C 1-(4-fluoro-2-methylphenyl)-4-methoxy-1H-pyrazole